FC=1C=C(C=C(C1)F)[C@H]1COC2=NN(C(N21)=O)C2=CC=CC=C2 (S)-5-(3,5-difluorophenyl)-2-phenyl-5,6-dihydrooxazolo[2,3-c][1,2,4]triazol-3(2H)-one